The molecule is a tripeptide composed of L-threonine, L-alanine, and L-histidine joined by peptide linkages. It has a role as a metabolite. It derives from a L-threonine, a L-histidine and a L-alanine. C[C@H]([C@@H](C(=O)N[C@@H](C)C(=O)N[C@@H](CC1=CN=CN1)C(=O)O)N)O